(3aR,10aR)-ethyl 8-((3-cyano-4-fluorophenyl)carbamoyl)-7-methyl-3a,4,10,10a-tetrahydro-1H,7H-dipyrrolo[3,4-b:3',4'-f][1,4,5]oxathiazocine-2(3H)-carboxylate 5,5-dioxide C(#N)C=1C=C(C=CC1F)NC(=O)C=1N(C=C2C1OC[C@H]1[C@@H](NS2(=O)=O)CN(C1)C(=O)OCC)C